NC=1C=CC(=C(C1)N1N=CC(=C1)C1=CN=C2C(=NC=NN21)N(CC2=CC=C(C=C2)OC)CC2=CC=C(C=C2)OC)C 7-(1-(5-amino-2-methylphenyl)-1H-pyrazol-4-yl)-N,N-bis(4-methoxybenzyl)imidazo[2,1-f][1,2,4]triazin-4-amine